C(C1=CC=CC=C1)OCCN1C=CC2=C1N=C(C=C2C=O)Cl (2-(benzyloxy)ethyl)-6-chloro-1H-pyrrolo[2,3-b]pyridine-4-carbaldehyde